2-(4-(ethylsulfonyl)phenyl)-N-(4-(piperidin-3-yl)phenyl)acetamide C(C)S(=O)(=O)C1=CC=C(C=C1)CC(=O)NC1=CC=C(C=C1)C1CNCCC1